C(C1=CC=CC=C1)N1[C@H]2[C@@H](OCC1=O)CCNC2 (cis)-4-Benzylhexahydro-2H-pyrido[4,3-b][1,4]oxazin-3(4H)-one